C(C1=CC=CC=C1)OC(NC1=NC=CN=C1C=O)=O (3-FORMYL-PYRAZIN-2-YL)-CARBAMIC ACID BENZYL ESTER